tert-butyl 4-[2-[3-amino-6-(2-hydroxyphenyl)pyridazin-4-yl]-4-pyridyl]-3,6-dihydro-2H-pyridine-1-carboxylate NC=1N=NC(=CC1C1=NC=CC(=C1)C=1CCN(CC1)C(=O)OC(C)(C)C)C1=C(C=CC=C1)O